2-((1-(1-(tert-butoxycarbonyl)piperidin-3-yl)-5-isobutyl-1H-pyrazol-3-yl)amino)-5-(thiophen-2-yl)nicotinic acid C(C)(C)(C)OC(=O)N1CC(CCC1)N1N=C(C=C1CC(C)C)NC1=C(C(=O)O)C=C(C=N1)C=1SC=CC1